BrCCOC=1C=C(C2=C(N(C(=N2)C2CC(C2)(O)C)C)C1)C(F)(F)F (cis)-3-(6-(2-bromoethoxy)-1-methyl-4-(trifluoromethyl)-1H-benzo[d]imidazol-2-yl)-1-methylcyclobutan-1-ol